C(C)OS(=O)(=O)CC1=C(C=NC=C1Cl)Cl (R)-1-(3,5-dichloropyridin-4-yl)methanesulfonic acid ethyl ester